NC1=NC(=CC(=N1)C=1N=NN(C1)CC1=CC=CC(=N1)C(C)OCC(=O)O)C1=CC(=CC=C1)C#N {1-[6-({4-[2-amino-6-(m-cyanophenyl)-4-pyrimidinyl]-1H-1,2,3-triazol-1-yl}methyl)-2-pyridinyl]ethoxy}acetic acid